(E)-N-hydroxy-3-(2-((imidazolo[1,2-a]pyridin-6-ylmethyl)amino)phenyl)acrylamide ONC(\C=C\C1=C(C=CC=C1)NCC=1C=CC=2N(C1)C=CN2)=O